[Br-].C(C1=CC=CC=C1)[N+]1(CCCCCCC1)CC(C)OC1=C(C=CC=C1C)C 1-benzyl-1-(2-(2,6-dimethylphenoxy)propyl)azocan-1-ium bromide